(Z)-N-methyl-N-nitrocarbamimidothioate CN(/C(=N/[H])/[S-])[N+](=O)[O-]